COC1=C(C(=CC=C1)OC)C1=CNC2=NC(=CC=C21)NC(=O)[C@H]2[C@H](C2)CN2CCNCC2 (1R,2S)-N-(3-(2,6-dimethoxyphenyl)-1H-pyrrolo[2,3-b]pyridin-6-yl)-2-(piperazin-1-ylmethyl)cyclopropane-1-carboxamide